2-(furan-2-yl)-6,6,9-trimethyl-3-pentyl-6a,7,8,10a-tetrahydro-6H-benzo[c]chromen-1-ol O1C(=CC=C1)C1=C(C=2C3C(C(OC2C=C1CCCCC)(C)C)CCC(=C3)C)O